C(C)N1C(CCC1)CO (1-ethylpyrrolidin-2-yl)methanol